1-(tert-Butyl) 2-methyl-4-oxopyrrolidine-1,2-dicarboxylate CC1(N(CC(C1)=O)C(=O)OC(C)(C)C)C(=O)[O-]